C(C)OC(=O)C1(CCCCC1)COS(=O)(=O)Cl 1-(((chlorosulfonyl)oxy)methyl)cyclohexanecarboxylic acid ethyl ester